Ammonium aminobenzoat NC1=C(C(=O)[O-])C=CC=C1.[NH4+]